amino-(5R)-(4-trifluoromethoxypiperidine-N-carbonyl)-piperidine NC1N(CCCC1)C(=O)N1CCC(CC1)OC(F)(F)F